ClC1=NC=C(C(=N1)NCCC1=CC(=CC=C1)OC)C(=O)N 2-chloro-4-[(3-methoxyphenyl-ethyl)amino]pyrimidin-5-carboxamide